N1=C(C=CC=C1)C1=CC=CC2=CC3=CC=CC=C3C=C12 pyridylanthracene